COC1=C(C=CC(=C1)C(F)(F)F)C1=NOC(=C1)CO (3-(2-methoxy-4-(trifluoromethyl)phenyl)isoxazole-5-yl)methanol